2-(12-isopropyl-9-oxo-3-thia-1,10,11-triazatricyclo[6.4.0.02,6]dodeca-2(6),4,7,11-tetraen-10-yl)-N-(1-methylpyrazol-3-yl)acetamide C(C)(C)C1=NN(C(C2=CC=3C=CSC3N12)=O)CC(=O)NC1=NN(C=C1)C